3-methyl-phenyl-magnesium iodide CC=1C=C(C=CC1)[Mg]I